N-{6,7-dimethoxy-1H,2H,3H-cyclopenta[b]quinolin-9-yl}-6-azabicyclo[3.1.1]heptan-3-amine COC=1C(=CC=2C(=C3C(=NC2C1)CCC3)NC3CC1NC(C3)C1)OC